(4-(5-acetyl-6-methylpyrazin-2-yl)pentyl)-4-methoxybenzenesulfonamide C(C)(=O)C=1N=CC(=NC1C)C(CCCC1=C(C=CC(=C1)OC)S(=O)(=O)N)C